FC=1C=C(C=CC1)C=1C=CC2=C(N(N=C2C1)C)C=1C=C(CNC(C=C)=O)C=CC1 N-(3-(6-(3-fluorophenyl)-2-methyl-2H-indazol-3-yl)benzyl)acrylamide